COC(=O)[C@@H]1CN(CCN1)C(=O)OC(C)(C)C (S)-piperazine-1,3-dicarboxylic acid 1-(tert-butyl) 3-methyl ester